(R)-1-(2-hydroxyethyl)-N-(5-(5-methyl-1,2,4-oxadiazol-3-yl)-2,3-dihydro-1H-inden-1-yl)-1H-pyrazole-4-carboxamide OCCN1N=CC(=C1)C(=O)N[C@@H]1CCC2=CC(=CC=C12)C1=NOC(=N1)C